N-(4-(2-amino-5-(1-(piperidin-4-yl)-1H-pyrazol-4-yl)pyridin-3-yl)-3-fluorophenyl)-6-(azetidine-1-carbonyl)-5-(4-fluorophenyl)-1-methyl-4-oxo-1,4-dihydropyridine-3-carboxamide NC1=NC=C(C=C1C1=C(C=C(C=C1)NC(=O)C1=CN(C(=C(C1=O)C1=CC=C(C=C1)F)C(=O)N1CCC1)C)F)C=1C=NN(C1)C1CCNCC1